C1(=CC=CC=C1)/C=C/CCCC(C(=O)[O-])(C)C (E)-4-phenylbut-3-enylpivalate